tert-Butyl [4-(hydroxymethyl)pyridin-2-yl]methylcarbamate OCC1=CC(=NC=C1)CNC(OC(C)(C)C)=O